ClC1=C(C=CC(=C1)Cl)[C@@H](C)NC1=CC(=CN(C1=O)C(=O)[C@@H]1NCCC1)C=1CCNCC1 5-{[(1R)-1-(2,4-dichlorophenyl)ethyl]amino}-r-[(2R)-pyrrolidine-2-carbonyl]-3',6'-dihydro-1H,2'H-[3,4'-bipyridin]-6-one